BrC=1C=C(C(=NC1)NCC1=C(C=CC(=C1)F)Cl)[N+](=O)[O-] (5-Bromo-3-nitropyridin-2-yl)(2-chloro-5-fluorophenyl)methylamine